O,O-dimethyl S-4-oxo-1,2,3-benzotriazin-3(4H)-ylmethyl phosphorodithioate P(OC)(OC)(=S)SCN1N=NC2=C(C1=O)C=CC=C2